N1(C=NC=C1)C(=O)OC(=O)N1C=NC=C1 1H-imidazole-1-carboxylic anhydride